CC1=C(C(=O)NC=2C=C(C=C(C2)C2=CC=CC=C2)C(=O)O)C=CC=C1 5-(2-Methylbenzoylamino)-[1,1'-biphenyl]-3-carboxylic acid